Methyl 3-(2-(((1S,3S)-3-((4-((t-butyloxycarbonyl)amino)butyl)amino)cyclohexyl)amino)-5-(trifluoromethyl)pyrimidin-4-yl)-7-(dimethylphosphoryl)-1H-indole-6-carboxylate C(C)(C)(C)OC(=O)NCCCCN[C@@H]1C[C@H](CCC1)NC1=NC=C(C(=N1)C1=CNC2=C(C(=CC=C12)C(=O)OC)P(=O)(C)C)C(F)(F)F